FC1(C2=CC=CC=C2C=2C=C(C=CC12)C(=O)NCC(=O)N1[C@@H](C[C@@](C1)(COC\C=C\CCCCC(=O)OC)F)C(=O)OCC1=CC=CC=C1)F benzyl (2S,4R)-1-((9,9-difluoro-9H-fluorene-3-carbonyl)glycyl)-4-fluoro-4-((((E)-8-methoxy-8-oxooct-2-en-1-yl)oxy)methyl)pyrrolidine-2-carboxylate